C([C@H](COP(=O)([O-])OC[C@@H](C(=O)[O-])[NH3+])O)O The molecule is a glycerol 1-phosphoserine(1-) in which the glycero portion has R-configuration and the serine moiety has L-configuration. It is a glycerol 1-phosphoserine(1-) and a sn-glycerophosphodiester(1-). It is a conjugate base of a sn-glycero-3-phosphoserine.